[Ru].BrC=1C=CC(=NC1)N1C[C@H]2N(CC1)C[C@@H](C2)O (7R,8aS)-2-(5-bromopyridin-2-yl)octahydropyrrolo[1,2-a]pyrazin-7-ol ruthenium